ClC1=C(C=C(C=C1)Cl)C1=CC=C2CCCC(C2=C1)NC(O[C@@H]1CN2CCC1CC2)=O (S)-quinuclidin-3-yl (7-(2,5-dichlorophenyl)-1,2,3,4-tetrahydronaphthalen-1-yl)carbamate